(S)-1-(3,4-Dichloro-phenyl)-2-methyl-piperazine ClC=1C=C(C=CC1Cl)N1[C@H](CNCC1)C